FC=1C=C(C=CC1F)[C@H]1[C@@H](CN(C1)CCOC)NC(=O)NC1=C(C(=NN1C1=CC=CC=C1)C(CO)(C)C)C 1-((3s,4r)-4-(3,4-difluorophenyl)-1-(2-methoxyethyl)pyrrolidin-3-yl)-3-(3-(1-hydroxy-2-methylpropan-2-yl)-4-methyl-1-phenyl-1H-pyrazol-5-yl)urea